NC=1C(=NON1)/C(=N/O)/NCC1=CC(=CC=C1)Cl (Z)-4-amino-N-(3-chlorobenzyl)-N'-hydroxy-1,2,5-oxadiazole-3-carboxamidine